N,N'-disalicylidene-1,2-ethylenediamine C(C=1C(O)=CC=CC1)=NCCN=CC=1C(O)=CC=CC1